tert-butyl N-[(3R)-5-[(4-chlorophenyl)methyl]-7-[5-(5,5-difluoro-3-piperidyl)-1,2,4-oxadiazol-3-yl]-8-fluoro-1,4-dioxo-2,3-dihydro-1λ4,5-benzothiazepin-3-yl]carbamate ClC1=CC=C(C=C1)CN1C([C@H](CS(C2=C1C=C(C(=C2)F)C2=NOC(=N2)C2CNCC(C2)(F)F)=O)NC(OC(C)(C)C)=O)=O